N-((3S,5S)-1-((3S,4R)-1-(tert-butyl)-4-(4-chlorophenyl)pyrrolidine-3-carbonyl)-5-(morpholin-4-carbonyl)pyrrolidin-3-yl)-N-((1s,4R)-4-methylcyclohexyl)propanamide C(C)(C)(C)N1C[C@H]([C@@H](C1)C1=CC=C(C=C1)Cl)C(=O)N1C[C@H](C[C@H]1C(=O)N1CCOCC1)N(C(CC)=O)C1CCC(CC1)C